FC1=C(C(=CC=C1)F)NC=1N(C2=NC(=NC=C2N1)N[C@@H]1C[C@H](CC1)O)C1CCC(CC1)C(=O)N (1R,4s)-4-(8-(2,6-difluorophenylamino)-2-((1S,3S)-3-hydroxycyclopentylamino)-9H-purin-9-yl)cyclohexanecarboxamide